FC(C1=CC=C(C=C1)C=1C(=NC=CN1)N1CCN(CC1)C(C=C)=O)(F)F 1-(4-(3-(4-(trifluoromethyl)phenyl)pyrazin-2-yl)piperazin-1-yl)prop-2-en-1-one